CC=1N=C(N(C1)C(=O)NCC#CC1=CC=CC=C1)OCCN1CCN(CC1)C methyl-2-(2-(4-methylpiperazin-1-yl)ethoxy)-N-(3-phenylpropan-2-yn-1-yl)-1H-imidazole-1-carboxamide